(R)-6-(3-methoxypyrrolidin-1-yl)quinoline-4-carboxylic acid CO[C@H]1CN(CC1)C=1C=C2C(=CC=NC2=CC1)C(=O)O